5-(cyclopropylmethyl)-2-[(2,4-dichlorophenyl)methylamino]-4H-[1,2,4]triazolo[1,5-a]pyrimidin-7-one C1(CC1)CC=1NC=2N(C(C1)=O)N=C(N2)NCC2=C(C=C(C=C2)Cl)Cl